(R)-4-(4-((1-(2-fluoro-3-(trifluoromethyl)phenyl)ethyl)amino)-7-methoxy-2-methylpyrido[2,3-d]pyrimidin-6-yl)thiomorpholine 1,1-dioxide FC1=C(C=CC=C1C(F)(F)F)[C@@H](C)NC=1C2=C(N=C(N1)C)N=C(C(=C2)N2CCS(CC2)(=O)=O)OC